(R)-1-(4-hydroxy-3-hydroxymethyl-phenyl)-2-(tert-butylamino)ethanol hydrochloride Cl.OC1=C(C=C(C=C1)[C@H](CNC(C)(C)C)O)CO